The molecule is a peptide anion of neurotensin (1-7) resulting from the deprotonation of the carboxy groups of L-alpha-glutamyl and L-proline residues, and protonation of the side chain of L-lysyl group. It is the major species at pH 7.3. It is a conjugate base of a neurotensin (1-7). CC(C)C[C@@H](C(=O)N[C@@H](CC1=CC=C(C=C1)O)C(=O)N[C@@H](CCC(=O)[O-])C(=O)N[C@@H](CC(=O)N)C(=O)N[C@@H](CCCC[NH3+])C(=O)N2CCC[C@H]2C(=O)[O-])NC(=O)[C@@H]3CCC(=O)N3